(6-(4-((4-(1H-pyrazol-4-yl)phenyl)amino)pyrimidin-2-yl)benzo[b]thiophen-2-yl)(3,3-difluoro-azetidin-1-yl)methanone N1N=CC(=C1)C1=CC=C(C=C1)NC1=NC(=NC=C1)C=1C=CC2=C(SC(=C2)C(=O)N2CC(C2)(F)F)C1